1,1,1,3-tetrafluoropentene FC(C=C(CC)F)(F)F